C(C)N(C1CS(CC1)(=O)=O)C(CC[C@@H](C)[C@H]1CC[C@H]2[C@@H]3[C@H](C[C@@H]4C[C@H](C(C[C@]4(C)[C@H]3CC[C@]12C)(F)F)O)O)=O N-(ethyl)-N-(2,2-difluoro-3β,7β-dihydroxy-5β-cholan-24-oyl)-3-amino-tetrahydrothiophene dioxide